N1=CC=NC2=CC(=CC=C12)NC=1C(=CC=CC1)N N1-(quinoxalin-6-yl)benzene-1,2-diamine